O=C(CC(=O)[O-])CC=O 3,5-dioxovalerate